CN1N=NC2=C1C=CC(=C2C)CCC(=O)O 3-(1,4-dimethylbenzotriazol-5-yl)propionic acid